Methylferulate COC(\C=C\C1=CC(OC)=C(O)C=C1)=O